FC1(CCN(CC1)C1=NC(=CC(=N1)C=1N=NN(C1)C1=C(C=C(C=C1)C(CO)S(=O)(=O)N)N1CCC2(CC2)CC1)C)F (4-(4-(2-(4,4-difluoropiperidin-1-yl)-6-methylpyrimidin-4-yl)-1H-1,2,3-triazol-1-yl)-3-(6-azaspiro[2.5]oct-6-yl)phenyl)-2-hydroxyethane-1-sulfonamide